C(C)OCC1=C(C=CC=C1)C=1C(=CC=CC1)C(=O)NS(=O)(=O)C1=CC=CC=C1 2'-(ethoxymethyl)-N-(Phenylsulfonyl)-[1,1'-biphenyl]-2-carboxamide